tert-butyl (2R,4S)-4-fluoro-2-[5-fluoro-3-(methylthio)phenyl]pyrrolidine-1-carboxylate F[C@H]1C[C@@H](N(C1)C(=O)OC(C)(C)C)C1=CC(=CC(=C1)F)SC